[OH-].[OH-].NCC(=O)[O-].[Al+3] aluminium(III) glycinate dihydroxide